1,2-di-O-α-linolenoyl-3-O-β-galactopyranosyl-sn-glycerol C(CCCCCCC\C=C/C\C=C/C\C=C/CC)(=O)OC[C@@H](OC(CCCCCCC\C=C/C\C=C/C\C=C/CC)=O)CO[C@H]1[C@H](O)[C@@H](O)[C@@H](O)[C@H](O1)CO